NCC(=O)NC=1C=CC(=C(C(=O)N[C@H](C)C2=CC=CC3=CC=CC=C23)C1)NC (R)-5-(2-aminoacetamido)-2-(methylamino)-N-(1-(naphthalen-1-yl)ethyl)benzamide